N-(5-(4,4-difluoropiperidin-1-yl)-1-methyl-6-oxo-1,6-dihydropyridin-3-yl)-4-iodo-2-(6-azaspiro[2.5]oct-6-yl)benzamide FC1(CCN(CC1)C1=CC(=CN(C1=O)C)NC(C1=C(C=C(C=C1)I)N1CCC2(CC2)CC1)=O)F